FC1(OC2=C(O1)C=CC(=C2)[C@H](C)OC=2C=C(C=CC2F)N2N=C(C=1CCC[C@H](C21)O)C#N)F (R)-1-(3-((S)-1-(2,2-difluorobenzo[d][1,3]dioxol-5-yl)ethoxy)-4-fluorophenyl)-7-hydroxy-4,5,6,7-tetrahydro-1H-indazole-3-carbonitrile